FC1=C(CN2C(SCC2=O)=O)C=CC=C1 (2-fluorobenzyl)-2,4-thiazolidinedione